CC(C)(C1=CC(=C(C=C1)O)N)C1=CC(=C(C=C1)O)N 4,4'-(propane-2,2-diyl)bis(2-aminophenol)